5-(2-methylpyrimidin-5-yl)-1-(2-oxo-2-((3S)-3-((3-(thieno[3,2-b]thiophen-2-yl)cyclopentyl)carbamothioyl)-1,4-oxazepan-4-yl)ethyl)-1H-pyrazolo[3,4-d]thiazole-3-carboxamide CC1=NC=C(C=N1)C=1SC2=C(N1)N(N=C2C(=O)N)CC(N2[C@@H](COCCC2)C(NC2CC(CC2)C2=CC1=C(S2)C=CS1)=S)=O